C(C1=CC=CC=C1)N1C(CC=C(C1)C1=C(C(=CC=C1OC)Cl)Cl)CNC(OC(C)(C)C)=O tert-butyl N-[[1-benzyl-5-(2,3-dichloro-6-methoxyphenyl)-3,6-dihydro-2H-pyridin-2-yl]methyl]carbamate